O1[C@H](C1)C(=O)OCC1=CC=CC=C1 Benzyl (2R)-oxirane-2-carboxylate